di(2-isopropylphenyl)phosphine chloride [Cl-].C(C)(C)C1=C(C=CC=C1)PC1=C(C=CC=C1)C(C)C